CN1C(C=C2CC3C=CC12C=C3)=O (5r,7ar)-1-methyl-4,5-dihydro-5,7a-ethenoindol-2(1H)-one